COC(CCC(=O)C=1OC=C(C1)C1=CN=C2N1C=CC=C2)=O 4-(4-(imidazo[1,2-a]pyridin-3-yl)furan-2-yl)-4-oxobutanoic acid methyl ester